5-(1-(4-(tert-butoxycarbonyl)piperazin-1-yl)ethyl)-6-methyl-2-(1-methyl-1H-imidazol-2-yl)indolizine-7-carboxylic acid isopropyl ester C(C)(C)OC(=O)C=1C(=C(N2C=C(C=C2C1)C=1N(C=CN1)C)C(C)N1CCN(CC1)C(=O)OC(C)(C)C)C